O=[Bi]O[Bi]=O bismuth trioxide